N,N'-Dibenzylethylendiammonium C(C1=CC=CC=C1)[NH2+]CC[NH2+]CC1=CC=CC=C1